benzyl 3-(6-chloropyridazin-3-yl)-1-methyl-2-oxo-pyrrolidine-3-carboxylate ClC1=CC=C(N=N1)C1(C(N(CC1)C)=O)C(=O)OCC1=CC=CC=C1